1-(6-[(5-methyl-1H-pyrazol-3-yl)amino]-2-[(5-hydroxyadamantan-2-yl)amino]pyrimidin-4-yl)azetidin-3-ol CC1=CC(=NN1)NC1=CC(=NC(=N1)NC1C2CC3CC(CC1C3)(C2)O)N2CC(C2)O